N-[5-(5-Cyclopropyl-1-methylpyrazol-3-yl)pyridin-2-yl]-3-[(1,1-dioxo-1,4-thiazinan-4-yl)methyl]benzamide C1(CC1)C1=CC(=NN1C)C=1C=CC(=NC1)NC(C1=CC(=CC=C1)CN1CCS(CC1)(=O)=O)=O